[Si](C1=CC=CC=C1)(C1=CC=CC=C1)(C(C)(C)C)OCC1=C(CNCC#C)C=C(C=C1)[N+](=O)[O-] N-(2-(((tert-butyldiphenylsilyl)oxy)methyl)-5-nitrobenzyl)prop-2-yn-1-amine